FC1=C(C=O)C=CC=C1OC 2-FLUORO-3-METHOXYBENZALDEHYDE